CC=CC1=CC=CC=C1 2-methyl-1-phenylethene